1-(6-bromo-2-(3-((tert-butyldimethylsilyl)oxy)piperidin-1-yl)thiazolo[4,5-b]pyridin-5-yl)piperidin-4-ol BrC=1C=C2C(=NC1N1CCC(CC1)O)N=C(S2)N2CC(CCC2)O[Si](C)(C)C(C)(C)C